5-methyl-[1,2,4]triazolo[1,5-a]pyrimidin-7-ol CC1=NC=2N(C(=C1)O)N=CN2